4-hydroxy-3,5-dichlorobenzoic acid ethyl ester C(C)OC(C1=CC(=C(C(=C1)Cl)O)Cl)=O